ClC1=CC=C(C(=N1)N(CC1=CC=C(C=C1)OC)CC1=CC=C(C=C1)OC)F 6-chloro-3-fluoro-N,N-bis(4-methoxybenzyl)pyridin-2-amine